C(C)[C@@H]1[C@H](C1)N1C(C(=CC=C1)NC(=O)C=1C(=NC=2N(C1)C=C(N2)C21COC(C2)(C1)C)OC(C)C)=O N-(1-((1S,2S)-2-ethylcyclopropyl)-2-oxo-1,2-dihydropyridin-3-yl)-7-isopropoxy-2-(1-methyl-2-oxabicyclo[2.1.1]hexan-4-yl)imidazo[1,2-a]pyrimidine-6-carboxamide